FC(OC=1C=C(C=CC1NCC#C)P(C)(C)=O)F (3-(difluoromethoxy)-4-(prop-2-yn-1-ylamino)phenyl)dimethylphosphine oxide